(3R)-3-amino-5-[(4-chlorophenyl)methyl]-8-fluoro-7-[5-(2-oxa-5-azabicyclo[4.1.0]heptan-5-yl)-1,2,4-oxadiazol-3-yl]-1-oxo-2,3-dihydro-1λ4,5-benzothiazepin-4-one N[C@H]1CS(C2=C(N(C1=O)CC1=CC=C(C=C1)Cl)C=C(C(=C2)F)C2=NOC(=N2)N2CCOC1CC21)=O